BrC1=C(COCC2=C(C(=C(C(=C2Br)O)O)Br)Br)C(=C(C(=C1Br)O)O)Br Bis(2,3,6-tribromo-4,5-dihydroxybenzyl) ether